tert-Butyl [3-({[1-(7-[(3S)-3-aminopiperidin-1-yl]-4-chloro-2-{[2-(trimethylsilyl)ethoxy]methyl}-2H-indazol-6-yl)ethyl]amino}carbonyl)pyrazolo[1,5-a]pyrimidin-2-yl]carbamate N[C@@H]1CN(CCC1)C1=C(C=C(C2=CN(N=C12)COCC[Si](C)(C)C)Cl)C(C)NC(=O)C=1C(=NN2C1N=CC=C2)NC(OC(C)(C)C)=O